(3-(tert-butyl)-1-(p-tolyl)-1H-pyrazol-5-yl)carbamic acid phenyl ester C1(=CC=CC=C1)OC(NC1=CC(=NN1C1=CC=C(C=C1)C)C(C)(C)C)=O